N-[4-[4-(1-hydroxy-1-methyl-ethyl)phenoxy]-6-(2-isobutylphenyl)pyrimidin-2-yl]-1H-pyrazole-4-sulfonamide OC(C)(C)C1=CC=C(OC2=NC(=NC(=C2)C2=C(C=CC=C2)CC(C)C)NS(=O)(=O)C=2C=NNC2)C=C1